COC(C1CCN(CC1)CC#C)OC 4-(Dimethoxymethyl)-1-(prop-2-yn-1-yl)piperidine